D-6-deoxy-difluoro-mannose F[C@](C(=O)F)(O)[C@@H](O)[C@H](O)[C@H](O)C